NCC1=CN=C(S1)C[C@H](C(=O)OC(C)(C)C)[C@@H]1CN(CC1)C(=O)OC(C)(C)C tert-butyl (3R)-3-[(2S)-3-[5-(aminomethyl)-1,3-thiazol-2-yl]-1-(tert-butoxy)-1-oxopropane-2-yl]pyrrolidine-1-carboxylate